4-[(3S)-3-amino-3-methylpyrrolidin-1-yl]-N-[(3,3-difluorocyclobutyl)methyl]-5-(3,5-difluorophenyl)pyridine-3-carboxamide N[C@@]1(CN(CC1)C1=C(C=NC=C1C1=CC(=CC(=C1)F)F)C(=O)NCC1CC(C1)(F)F)C